(2S)-2-({5-[(1S)-1-[(5-chloro-2-methylpyridin-3-yl)amino]ethyl]thiophen-2-yl}formamido)-3-cyclopentyl-N-(4-fluorophenyl)propanamide ClC=1C=C(C(=NC1)C)N[C@@H](C)C1=CC=C(S1)C(=O)N[C@H](C(=O)NC1=CC=C(C=C1)F)CC1CCCC1